[Na].C1CCC2=C(C=3CCCC3C=C12)NC(NS(N(C1CCOCC1)C1=CC(=NO1)C)(=O)=O)=O 3-(1,2,3,5,6,7-hexahydro-s-indacen-4-yl)-1-[(3-methyl-1,2-oxazol-5-yl)(oxan-4-yl)sulfamoyl]urea Sodium Salt